C(CCCCCCCCCCCCC)N1CN(C=C1)CC 1-(1-tetradecyl)-3-ethylimidazole